3-Bromo-4-[3-methyl-2,5-dioxo-1-(3-trifluoromethyl-phenyl)-2,3,4,5,6,7-hexahydro-1H-cyclopentapyrimidin-4-yl]-benzonitrile BrC=1C=C(C#N)C=CC1C1N(C(N(C2=C1C(CC2)=O)C2=CC(=CC=C2)C(F)(F)F)=O)C